tert-butyl 5-[(1-tert-butoxycarbonylcyclopropyl)methyl]-2-(4,4,5,5-tetramethyl-1,3,2-dioxaborolan-2-yl)indole-1-carboxylate C(C)(C)(C)OC(=O)C1(CC1)CC=1C=C2C=C(N(C2=CC1)C(=O)OC(C)(C)C)B1OC(C(O1)(C)C)(C)C